C(C)(=O)OC([C@H](O)C1=CC=CC=C1)=O (R)-O-Acetyl-mandelic acid